(5s,7s)-7-fluoro-5-phenyl-2-[(R)-cyclopropyl-(fluoro)methyl]-6,7-dihydro-5H-pyrrolo[1,2-b][1,2,4]triazole F[C@H]1C[C@H](N2N=C(N=C21)[C@H](F)C2CC2)C2=CC=CC=C2